8-Methoxy-6-(5-methylpyrimidin-2-yl)quinazolin-4-ol COC=1C=C(C=C2C(=NC=NC12)O)C1=NC=C(C=N1)C